N[C@@H](CS)C(=O)O L-cystein